(2S)-3-[6-(tert-Butoxycarbonylamino)spiro[3.3]heptane-2-yl]oxy-2-(9H-fluoren-9-ylmethoxycarbonyl-amino)propionic acid C(C)(C)(C)OC(=O)NC1CC2(CC(C2)OC[C@@H](C(=O)O)NC(=O)OCC2C3=CC=CC=C3C=3C=CC=CC23)C1